1-(4-(2-(4-cyclopropylphenyl)propan-2-yl)thiazol-2-yl)-3-(4-(piperazin-1-yl)benzyl)urea C1(CC1)C1=CC=C(C=C1)C(C)(C)C=1N=C(SC1)NC(=O)NCC1=CC=C(C=C1)N1CCNCC1